5-amino-3-(3-amino-3H-spiro[benzofuran-2,4'-piperidin]-1'-yl)pyridine NC=1C=C(C=NC1)N1CCC2(CC1)OC1=C(C2N)C=CC=C1